1-((S)-7-(4-fluorobenzyl)-6-hydroxy-2-methyl-2,3-dihydro-1H-pyrido[2,3-b][1,4]oxazin-1-yl)ethan-1-one FC1=CC=C(CC2=CC3=C(OC[C@@H](N3C(C)=O)C)N=C2O)C=C1